4-fluoro-2-isopropyl-5-(5,6,7,8-tetrahydroisoquinolin-3-yl)benzene-1,3-diol FC1=C(C(=C(C=C1C=1N=CC=2CCCCC2C1)O)C(C)C)O